(4-(difluoromethyl)cyclohexyl)methyl benzoate C(C1=CC=CC=C1)(=O)OCC1CCC(CC1)C(F)F